FC(C=1C=C(C=C(C1)C(F)(F)F)C=1C=C(C=CC1)CNC(=O)[C@H]1OCCC1)(F)F (2S)-N-({3-[3,5-bis(trifluoromethyl)phenyl]phenyl}methyl)oxolane-2-carboxamide